S1C(=NC2=C1C=CC=C2)NC(=O)C=2C=CC=C1CCN(CC21)C2=CC=C(C(=N2)C(=O)OC(C)(C)C)C2=C(C=C(C=C2)OC2CCC(CC2)CCC=O)C tert-butyl 6-(8-(benzo[d]thiazol-2-ylcarbamoyl)-3,4-dihydroisoquinolin-2(1H)-yl)-3-(2-methyl-4-(((1r,4r)-4-(3-oxopropyl)cyclohexyl)oxy)phenyl)picolinate